2,5-dichloro-3-(1-piperidinyl)-6-[2-(1-piperidinyl)-1,3-thiazol-5-yl]benzo-1,4-quinone ClC=1C(=O)C(=C(C(C1N1CCCCC1)=O)Cl)C1=CN=C(S1)N1CCCCC1